C1N(CC2=CC=CC=C12)C(CCCCC(=O)N1CC2=CC=CC=C2C1)=O 1,6-bis(isoindolin-2-yl)hexane-1,6-dione